CSC1=CC=C(C=C1)C1=CC=CN2C1=NS(CC2)(=O)=O 9-[4-(methylsulfanyl)phenyl]-3,4-dihydropyrido[2,1-c][1,2,4]thiadiazine 2,2-dioxide